3-[5-[1-[[1-[6-benzyloxy-8-fluoro-7-(1,1,4-trioxo-1,2,5-thiadiazolidin-2-yl)-2-naphthyl]pyrazol-4-yl]methyl]-4-piperidyl]-3-methyl-2-oxo-benzimidazol-1-yl]piperidine-2,6-dione C(C1=CC=CC=C1)OC=1C=C2C=CC(=CC2=C(C1N1S(NC(C1)=O)(=O)=O)F)N1N=CC(=C1)CN1CCC(CC1)C1=CC2=C(N(C(N2C)=O)C2C(NC(CC2)=O)=O)C=C1